N-[4-(2-fluorophenoxy)-2-{(3S)-3-[(methylamino)methyl]piperidin-1-yl}-3-(trifluoromethyl)phenyl]-2-(pyridazin-4-yl)-1,3-thiazole-4-carboxamide mono[(2E)-but-2-enedioate] C(\C=C\C(=O)O)(=O)O.FC1=C(OC2=C(C(=C(C=C2)NC(=O)C=2N=C(SC2)C2=CN=NC=C2)N2C[C@@H](CCC2)CNC)C(F)(F)F)C=CC=C1